4-bromochloropyridin-2-amine BrC1=C(C(=NC=C1)N)Cl